COC=1C=C(OCC(=O)NC2=C(C(=O)N)C=CC=C2)C=CC1 2-(3-methoxyphenoxyacetamido)benzamide